C(C)(C)(C)NC(C1=CC(=CC(=C1)[N+](=O)[O-])C=1N(N=CC1)C(C)(C)C)=O N-tert-butyl-3-(2-tert-butylpyrazol-3-yl)-5-nitrobenzamide